3-(5-(3-fluoro-4-((3-hydroxy-3-methylazetidin-1-yl)methyl)pyridin-2-yl)-1-oxoisoindolin-2-yl)piperidine-2,6-dione FC=1C(=NC=CC1CN1CC(C1)(C)O)C=1C=C2CN(C(C2=CC1)=O)C1C(NC(CC1)=O)=O